NC1=NC=C(C2=C1C(=C(S2)C2=CC=C(C=C2)NC(C=CC)=O)Br)C(=O)N 4-amino-3-bromo-2-(4-methylacrylamidophenyl)thieno[3,2-c]pyridine-7-carboxamide